CC1=C(C(=O)O)C=CC(=C1)C(=O)O.COC1=CC=2NC3=CC=CC=C3C2C=C1OC 2,3-dimethoxycarbazole methyl-terephthalate